C(S)=N.C(C(=C)C)(=O)OCCC[Si](OC)(OC)OC 3-methacryloxypropyltrimethoxysilane thioformimidate